OC(CCCCCC(C)(C)C)CCCC 8-Hydroxy-2,2-dimethyldodecane